ethyl-1-(9'-(benzyloxy)-5'-(4-fluoro-3-methylphenyl)-4',4'-dimethyl-4',5'-dihydro-3'H-spiro[cyclobutane-1,1'-pyrano[4,3-b]indol]-3-yl)-3,5-dimethyl-1H-pyrazole-4-carboxylate C(C)OC(=O)C=1C(=NN(C1C)C1CC2(OCC(C=3N(C=4C=CC=C(C4C32)OCC3=CC=CC=C3)C3=CC(=C(C=C3)F)C)(C)C)C1)C